1,4-bis[(3-(3-aminopropyl)-oleylamino)-2-hydroxy-propyl]piperazine NCCCC(CCNCC(CN1CCN(CC1)CC(CNCCC(CCCCC\C=C/CCCCCCCC)CCCN)O)O)CCCCC\C=C/CCCCCCCC